Cl.COC(=O)C1C2CCCN12 azabicyclo[3.1.0]hexane-6-carboxylic acid methyl ester hydrochloride